6-(3-(Difluoromethoxy)-4-fluorophenyl)-1H-pyrazolo[3,4-b]pyrazin FC(OC=1C=C(C=CC1F)C1=CN=C2C(=N1)NN=C2)F